CCN1C2=CC=CC=C2C3=C1C(=CC=C3)N Amino-9-ethylcarbazole